(S)-ethyl 5-acetyl-2-(4-((2-chloro-6-fluorophenyl)carbamoyl)-2-fluoro-5-((1,1,1-trifluoropropan-2-yl)oxy)phenyl)thiazole-4-carboxylate C(C)(=O)C1=C(N=C(S1)C1=C(C=C(C(=C1)O[C@H](C(F)(F)F)C)C(NC1=C(C=CC=C1F)Cl)=O)F)C(=O)OCC